CC1N(C=CC(=C1)NC(CC1=C(C=CC(=C1)Cl)O)=O)C(CCN)(C)C 2-Methyl-N-(3-amino-1,1-dimethyl-propyl)-4-[[2-(5-chloro-2-hydroxy-phenyl)acetyl]amino]pyridine